6-(3-(4,4-difluoro-4-(quinolin-4-yl)butanoyl)-3,8-diazabicyclo[3.2.1]octan-8-yl)nicotinonitrile FC(CCC(=O)N1CC2CCC(C1)N2C2=NC=C(C#N)C=C2)(C2=CC=NC1=CC=CC=C21)F